[N+](=O)([O-])C1=CC(=CC=2CN=CSC21)C(F)(F)F 8-Nitro-6-(trifluoromethyl)-4H-Benzo[e][1,3]Thiazine